FC=1C=CC(=C2N=CC=NC12)N1C[C@@H](C[C@@H](C1)C)N (3R,5S)-1-(8-fluoroquinoxalin-5-yl)-5-methylpiperidin-3-amine